3,7-dimethyl-6-octen-1-yn-3-ol CC(C#C)(CCC=C(C)C)O